tert-butyl (3R,4S)-4-((4-(3-(2,6-bis(benzyloxy)pyridin-3-yl)-1-methyl-1H-indazol-7-yl)piperazin-1-yl)methyl)-3-methylpiperidine-1-carboxylate C(C1=CC=CC=C1)OC1=NC(=CC=C1C1=NN(C2=C(C=CC=C12)N1CCN(CC1)C[C@@H]1[C@H](CN(CC1)C(=O)OC(C)(C)C)C)C)OCC1=CC=CC=C1